(S)-3-(3-chloro-4-fluorophenyl)-1-(2,2-difluoroethyl)-1-(1-(1-oxo-1,2-dihydroisoquinolin-4-yl)ethyl)urea ClC=1C=C(C=CC1F)NC(N([C@@H](C)C1=CNC(C2=CC=CC=C12)=O)CC(F)F)=O